7'-(4-cyclopropyl-6-methoxypyrimidin-5-yl)-1'-(4-(5-methyl-3-(trifluoromethyl)-1H-pyrazol-1-yl)benzyl)spiro[oxetan-3,4'-pyrimido[4,5-d][1,3]oxazin]-2'(1'H)-one C1(CC1)C1=NC=NC(=C1C=1N=CC2=C(N(C(OC23COC3)=O)CC3=CC=C(C=C3)N3N=C(C=C3C)C(F)(F)F)N1)OC